4-(8-methylchroman-4-yl)-1H-imidazole CC=1C=CC=C2C(CCOC12)C=1N=CNC1